2-Methyl-5-(3-(difluoromethoxy)phenyl)-N-(3-(2-morpholinopropyl)-1,2,4-thiadiazol-5-yl)furan-3-Formamide CC=1OC(=CC1C(=O)NC1=NC(=NS1)CC(C)N1CCOCC1)C1=CC(=CC=C1)OC(F)F